4,5-dichloro-2-fluorobenzylamine ClC1=CC(=C(CN)C=C1Cl)F